C(C)(C)(C)N(C(O)=O)[C@@H]1CN(C[C@@H](C1)F)C(=O)[C@H]1[C@@H](C1)C1=C(C=CC=C1)C1=C(C=CC=C1F)F.BrC1OC(OC1)=O bromodioxolanone tert-butyl-{(3S,5R)-1-[(1R,2R)-2-(2',6'-difluoro[1,1'-biphenyl]-2-yl)cyclopropane-1-carbonyl]-5-fluoropiperidin-3-yl}carbamate